FC(N1C2=C(C=3C=CC(=CC13)C=1C=CC(=NC1)N1CCN(CC1)CC=1C=C3C(N(C(C3=CC1)=O)N1C(NC(CC1)=O)=O)=O)C=NC=C2)F 5-((4-(5-(5-(difluoromethyl)-5H-pyrido[4,3-b]indol-7-yl)pyridin-2-yl)piperazin-1-yl)methyl)-2-(2,4-dioxotetrahydropyrimidine-1(2H)-yl)isoindoline-1,3-dione